BrCC=1C(=C(C(=O)OC)C=C(C1)Cl)OC(=O)OC(C)(C)C methyl 3-(bromomethyl)-2-((tert-butoxycarbonyl)oxy)-5-chlorobenzoate